C(C)(C)(C)OC(=O)N1C(C2=CC=C(C=C2C1=O)C1=NC(=NC=C1F)Cl)C 5-(2-chloro-5-fluoropyrimidin-4-yl)-1-methyl-3-oxoisoindole-2-carboxylic acid tert-butyl ester